(R)-6-(1-(1-(3-aminobenzoyl)piperidin-3-yl)-1H-pyrazol-4-yl)-4-methoxypyrazolo[1,5-a]pyridine-3-carbonitrile NC=1C=C(C(=O)N2C[C@@H](CCC2)N2N=CC(=C2)C=2C=C(C=3N(C2)N=CC3C#N)OC)C=CC1